NC=1C2=C(N=CN1)N(C(=C2C2=CC=C(C=C2)OC2=NC=CC(=N2)C)C2=CC=C(C=C2)C2=CN=C(S2)C#N)C 5-(4-(4-amino-7-methyl-5-(4-(4-methylpyrimidin-2-yloxy)phenyl)-7H-pyrrolo[2,3-d]pyrimidin-6-yl)phenyl)thiazole-2-carbonitrile